ClCCN1C(C=CC2=C1N=C(N=C2)S(=O)(=O)C)=O 8-(2-chloroethyl)-2-(methylsulfonyl)pyrido[2,3-d]pyrimidin-7(8H)-one